(S)-5-(3-(2H-benzo[d][1,2,3]triazol-2-yl)-4-hydroxyphenethoxy)-2-methacrylamido-5-oxopentanoic acid N=1N(N=C2C1C=CC=C2)C=2C=C(CCOC(CC[C@@H](C(=O)O)NC(C(=C)C)=O)=O)C=CC2O